5-methyl-1H-pyrrolo[3,2-b]pyridine CC1=CC=C2C(=N1)C=CN2